S1C=NC2=C1C=CC=C2C2=C1C=CC=NC1=C(C=C2)C[C@@H](C(=O)O)NC(C2=C(C=CC=C2Cl)Cl)=O (S)-3-(5-(benzo[d]thiazol-4-yl)quinolin-8-yl)-2-(2,6-dichlorobenzoylamino)propionic acid